3-fluoronona-1,8-diyne FC(C#C)CCCCC#C